[Si](C)(C)(C(C)(C)C)OC=1C=C2C(=NN(C2=CC1)C1OCCCC1)C=1C=NN(C1)CCCOCC[C@@H](C)CS(=O)(=O)[O-] [(1R)-3-[3-[4-[5-[tert-butyl(dimethyl)silyl]oxy-1-tetrahydropyran-2-yl-indazol-3-yl]pyrazol-1-yl]propoxy]-1-methyl-propyl]methanesulfonate